tert-butyl (3S)-3-(2-carbamoylthiazol-4-yl)isoxazolidine-2-carboxylate C(N)(=O)C=1SC=C(N1)[C@H]1N(OCC1)C(=O)OC(C)(C)C